C(N)(=O)CN1CCC(CC1)C(C)(C)NC(=O)C1=NN(C2=CC=CC=C12)CC1=CC=C(C=C1)F N-{2-[1-(Carbamoylmethyl)piperidin-4-yl]propan-2-yl}-1-[(4-fluorophenyl)methyl]-1H-indazole-3-carboxamide